5-[2-isopropyl-6-[4-[(2-piperazin-1-ylpyrimidin-5-yl)methyl]piperazin-1-yl]-3-pyridinyl]-1,3-dimethyl-pyridin-2-one C(C)(C)C1=NC(=CC=C1C=1C=C(C(N(C1)C)=O)C)N1CCN(CC1)CC=1C=NC(=NC1)N1CCNCC1